ClC1=CC2=C(N(C(=NS2(=O)=O)C)CC2=CC=C(C(=O)NO)C=C2)C=C1 4-((7-chloro-3-methyl-1,1-dioxo-4H-benzo[e][1,2,4]thiadiazin-4-yl)methyl)-N-hydroxybenzoamide